C(C)(C)(C)OC(=O)N([C@@H](C)C(=O)OCC)CCCCl ethyl N-(tert-butoxycarbonyl)-N-(3-chloropropyl)-L-alaninate